BrC1=CC2=C(N=C(O2)NC(C2=CN=C(C=C2C2=C(C=CC=C2)OC)C)=O)C=C1 N-(6-Bromobenzo[d]oxazol-2-yl)-4-(2-methoxyphenyl)-6-methylnicotinamide